2-[(3-chloro-4-fluorophenyl)-[(3-cyclopropylcyclobutyl)methoxy]methyl]-5-methyl-4-methyl-sulfonyl-1H-imidazole ClC=1C=C(C=CC1F)C(C=1NC(=C(N1)S(=O)(=O)C)C)OCC1CC(C1)C1CC1